2-(3-bromopropyloxy)benzaldehyde BrCCCOC1=C(C=O)C=CC=C1